ClC=1C=C(CN2CCN(C3=CC=CC=C23)C(CN2CCCC2)=O)C=CC1 1-(4-(3-Chlorobenzyl)-3,4-dihydroquinoxalin-1(2H)-yl)-2-(pyrrolidin-1-yl)ethan-1-one